7-(5-(6-Ethoxy-1H-pyrazolo[3',4':3,4]pyrazolo[1,5-a]pyridin-2-yl)pyridin-2-yl)-1,7-diazaspiro[3.5]nonane-1-carboxylate C(C)OC=1C=CC=2N(C1)N=C1C2CN(N1)C=1C=CC(=NC1)N1CCC2(CCN2C(=O)[O-])CC1